C(C)(=O)N1C(C(NC2=C(C1)C=CC=C2)=O)C2CCCCCC2 4-acetyl-3-cycloheptyl-1,3,4,5-tetrahydro-2H-benzo[1,4]diazepin-2-one